CCCCC(=O)OC(=O)CCCC n-valeric anhydride